C(C)(C)(C)OC(=O)N1C=CC2=C(C(=CC(=C12)C)OC)CN1C(CN(CC1)CC(F)F)C1=C2CCCNC2=C(C=C1)C(=O)[O-] 5-(1-((1-(tert-butoxycarbonyl)-5-methoxy-7-methyl-1H-indol-4-yl)methyl)-4-(2,2-difluoroethyl)piperazin-2-yl)-1,2,3,4-tetrahydroquinoline-8-carboxylate